C(CC)(=O)C1=CC=C(OC2CN(C2)C=2C(=C(C(=O)OC)C=CC2)N2C=CC=C2)C=C1 Methyl 3-(3-(4-propionylphenoxy)azetidin-1-yl)-2-(1H-pyrrol-1-yl)benzoate